COC[C@H](C1=CC=CC=C1)NC(C1=CC=C(C=C1)C1=NC(=NC=C1)NC1=CC=C(C=C1)N1CCOCC1)=O (S)-N-(2-Methoxy-1-phenylethyl)-4-(2-((4-morpholinophenyl)amino)pyrimidin-4-yl)benzamide